[Ti+4].[S-2].[Cd+2].[S-2].[S-2] cadmium sulfide titanium